C1=CC=CC=2C1=C1N(C3=CC=CC=C3C1=CC2)C2=C(C#N)C(=C(C(=C2N2C1=CC=CC=C1C1=CC=C3C(=C21)C=CC=C3)N3C2=CC=CC=C2C2=CC=C1C(=C32)C=CC=C1)N1C3=CC=CC=C3C3=CC=C2C(=C13)C=CC=C2)C2=NC(=NC(=C2)C2=CC=CC=C2)C2=CC=CC=C2 2,3,4,5-tetrakis(11H-benzo[a]carbazol-11-yl)-6-(2,6-diphenylpyrimidin-4-yl)benzonitrile